C(C1=CC=CC=C1)(C1=CC=CC=C1)(C1=CC=CC=C1)N1CC2CCC(C1)N2C(=O)OC(C)(C)C tert-butyl 3-trityl-3,8-diazabicyclo[3.2.1]Octan-8-carboxylate